C1C[C@H]([C@H]2[C@@H]([C@@H]1CC(=O)C(=O)O)O2)O The molecule is a 2-oxo monocarboxylic acid that is pyruvic acid in which one of the methyl hydrogens is replaced by a 5-hydroxy-7-oxabicyclo[4.1.0]heptan-2-yl group (the 1R,2S,5R,6S stereoisomer). It has a role as a bacterial metabolite. It is a 2-oxo monocarboxylic acid, an epoxide, a secondary alcohol and an oxabicycloalkane. It derives from a pyruvic acid. It is a conjugate acid of a 3-[(1R,2S,5R,6S)-5-hydroxy-7-oxabicyclo[4.1.0]heptan-2-yl]pyruvate.